(6R,8aS)-6-{8-Amino-1-[4-(2,2,2-trifluoro-1-hydroxy-1-phenylethyl)phenyl]imidazo[1,5-a]pyrazin-3-yl}hexahydroindolizin-3(2H)-on NC=1C=2N(C=CN1)C(=NC2C2=CC=C(C=C2)C(C(F)(F)F)(C2=CC=CC=C2)O)[C@H]2CN1C(CC[C@@H]1CC2)=O